C(#N)C1=CC=C(C=C1)C1=CC=C(C=C1)OCC1(CN(CC1)C(C1=CC=C(C=C1)OC)=O)C(=O)O 3-[({4'-cyano-[1,1'-biphenyl]-4-yl}oxy)methyl]-1-(4-methoxybenzoyl)pyrrolidine-3-carboxylic acid